C(C)(C)(C)OC(N[C@@H]1[C@@H](CN(CC1)C1=C(C=NC2=CC=C(C=C12)C1=C(C(=CC=C1)F)C=O)Cl)O)=O N-[cis-1-[3-chloro-6-(3-fluoro-2-formylphenyl)quinolin-4-yl]-3-hydroxypiperidin-4-yl]Carbamic acid tert-butyl ester